4-((8-cyclopentyl-7-oxo-7,8-dihydropyrido[2,3-d]pyrimidin-2-yl)amino)piperidine-1-carboxylic acid tertButyl ester C(C)(C)(C)OC(=O)N1CCC(CC1)NC=1N=CC2=C(N1)N(C(C=C2)=O)C2CCCC2